Cyclopentyl (2R)-2-{[(1,2,3,5,6,7-hexahydro-s-indacen-4-yl)carbamoyl]oxy}-3-(1H-1,2,4-triazol-1-yl)-propanoate C1CCC2=C(C=3CCCC3C=C12)NC(=O)O[C@@H](C(=O)OC1CCCC1)CN1N=CN=C1